OC(C)(C)C1=NC=CC(=C1)C1=C2C(=NC=C1)C=C(O2)N2CCS(CC2)(=O)=O 4-(7-(2-(2-hydroxypropan-2-yl)pyridin-4-yl)furo[3,2-b]pyridin-2-yl)thiomorpholine 1,1-dioxide